C(C)(C)(C)OC(CO[C@@H]1CC[C@@H](CC1)NCC1=NC(=C(N=C1)C1=CC=CC=C1)C1=CC=CC=C1)=O cis-2-((4-(5,6-diphenylpyrazin-2-yl)methylaminocyclohexyl)oxy)acetic acid tert-butyl ester